2-chloro-1-nitro-4-(trifluoromethyl)benzene ClC1=C(C=CC(=C1)C(F)(F)F)[N+](=O)[O-]